C(CC1=C(C=CC=C1)NC(=O)[C@@H]1C(C[C@@H]2SCC[C@@H](C(N21)=O)NC([C@H](C)NC)=O)(C)C)C2=C(C=CC=C2)NC(=O)[C@@H]2C(C[C@@H]1SCC[C@@H](C(N12)=O)NC([C@H](C)NC)=O)(C)C (S,4S,4'S,7S,7'S,9aS,9a'S)-N,N'-(ethane-1,2-diylbis(2,1-phenylene))bis(8,8-dimethyl-4-((S)-2-(methylamino)propanamido)-5-oxooctahydropyrrolo[2,1-b][1,3]thiazepine-7-carboxamide)